COC1=NC=C(C2=C1N=C(S2)NC(=O)N2CCC1(CCOCC1)CC2)C2CCOCC2 3-Oxa-9-aza-spiro[5.5]undecane-9-carboxylic acid [4-methoxy-7-(tetrahydro-pyran-4-yl)-thiazolo[4,5-c]pyridin-2-yl]-amide